C12CN(CC(N1)C2)C=2OC1=C(N2)C(=C(C=C1C=1N=CSC1)C(C)(C)OC)OC(F)(F)F 2-(3,6-diazabicyclo[3.1.1]heptan-3-yl)-5-(2-methoxypropan-2-yl)-7-(thiazol-4-yl)-4-(trifluoro-methoxy)benzo[d]oxazole